C(C)(C)(C)OC(=O)N1CCC2=C(C=CC=C12)N1N=CC(=C1C(F)(F)F)C(=O)OCC 4-(4-(ethoxycarbonyl)-5-(trifluoromethyl)-1H-pyrazol-1-yl)indoline-1-carboxylic acid tert-butyl ester